4-(2-amino-7-(1H-pyrazol-5-yl)quinolin-4-yl)butan-1-ol NC1=NC2=CC(=CC=C2C(=C1)CCCCO)C1=CC=NN1